FC1=CC=C2C=C(C(NC2=C1)=O)[N+](=O)[O-] 7-fluoro-3-nitroquinolin-2(1H)-one